C1=CC=CC=2C3=CC=CC=C3N(C12)CCO[Ti] (9H-carbazol-9-yl-ethyl-oxy)titanium